6-(4-chlorophenyl)-N-[(3S,4R)-4-hydroxytetrahydrofuran-3-yl]-3-oxo-2-(pyridin-3-yl)-2,3-dihydropyridazine-4-carboxamide ClC1=CC=C(C=C1)C=1C=C(C(N(N1)C=1C=NC=CC1)=O)C(=O)N[C@H]1COC[C@@H]1O